trimethylammonium 2,2,2-trifluoroacetate salt FC(C(=O)[O-])(F)F.C[NH+](C)C